CC=1N=C2C(=NC(=NC2=NC1C)C1CC(OCC1)C=1C=NN2C1CCCC2)C21CC(C2)(C1)C(F)(F)F 6,7-dimethyl-2-[2-(4,5,6,7-tetrahydropyrazolo[1,5-a]pyridin-3-yl)tetrahydropyran-4-yl]-4-[3-(trifluoromethyl)-1-bicyclo[1.1.1]pentanyl]pteridine